FC1=CC=C(C=C1)C(=O)N1[C@@H](C=2N(CC1)C(=NC2C2=CC(=NC=C2)C(F)(F)F)C2=NC(=NS2)C)C (R)-(4-fluorophenyl)(8-methyl-3-(3-methyl-1,2,4-thiadiazol-5-yl)-1-(2-(trifluoromethyl)pyridin-4-yl)-5,6-dihydroimidazo[1,5-a]pyrazin-7(8H)-yl)methanone